CN1C(NC2=C1C=C(C=C2)N2CCC(CC2)CC2(CCN(CC2)C(=O)OCC2=CC=CC=C2)C(=O)OC(C)(C)C)=O O1-benzyl O4-tert-butyl 4-[[1-(3-methyl-2-oxo-1H-benzimidazol-5-yl)-4-piperidyl] methyl]piperidine-1,4-dicarboxylate